1-m-chloroanilino-2-(3-phenyl-1,2,4-oxadiazol-5-yl)benzene ClC=1C=C(NC2=C(C=CC=C2)C2=NC(=NO2)C2=CC=CC=C2)C=CC1